N-[5-(furan-2-yl)-2-propan-2-yl-[1,2,4]triazolo[1,5-c]pyrimidin-7-yl]cyclopropanecarboxamide O1C(=CC=C1)C1=NC(=CC=2N1N=C(N2)C(C)C)NC(=O)C2CC2